N-(7-(2-fluoro-4-(piperazin-1-ylmethyl)phenyl)quinolin-4-yl)benzo[d]thiazol-5-amine FC1=C(C=CC(=C1)CN1CCNCC1)C1=CC=C2C(=CC=NC2=C1)NC=1C=CC2=C(N=CS2)C1